N-[(1S)-4-(dimethylamino)-1-methyl-4-oxo-but-2-ynyl]carbamic acid tert-butyl ester C(C)(C)(C)OC(N[C@H](C#CC(=O)N(C)C)C)=O